Cl.OCC=1C=CC(=NC1)NC(=O)C1CNC1 N-[5-(hydroxymethyl)pyridin-2-yl]azetidine-3-carboxamide hydrochloride